4-azido-3-trifluoromethylbenzyl bromide N(=[N+]=[N-])C1=C(C=C(CBr)C=C1)C(F)(F)F